6-(4-(6-((3s,4r)-4-(4-amino-5-chloro-2-methoxybenzamido)-3-methoxypiperidin-1-yl)-N-methylhexanamido)piperidin-1-yl)hexanoic acid NC1=CC(=C(C(=O)N[C@H]2[C@H](CN(CC2)CCCCCC(=O)N(C)C2CCN(CC2)CCCCCC(=O)O)OC)C=C1Cl)OC